Cl.ClC1(CC(=CC=C1N)C1=CC=C(N)C=C1)Cl 3,3-dichlorobenzidine hydrochloride